C(=C)[Si](OC)(OC)C vinyl-methyl-dimethyloxysilane